methyl (S)-2-((4-(6-hydroxypyridin-2-yl)piperidin-1-yl)methyl)-1-(oxetan-2-ylmethyl)-1H-benzo[d]imidazole-6-carboxylate OC1=CC=CC(=N1)C1CCN(CC1)CC1=NC2=C(N1C[C@H]1OCC1)C=C(C=C2)C(=O)OC